FC1=C(C=C(C=C1)F)NC(=O)NC1CN(C(C1)=O)C=1C=CC=C2C=CC=NC12 1-(2,5-difluorophenyl)-3-(5-oxo-1-quinolin-8-ylpyrrolidin-3-yl)urea